C(C)(C)(C)C1N(CC12CC(C2)N2N=C(C=C2C)Br)C(=O)OC(C)C2=CC=C1C(=N2)SC(=C1)C 1-(2-methylthieno[2,3-b]pyridin-6-yl)ethan-1-ol tert-butyl-6-(3-bromo-5-methyl-1H-pyrazol-1-yl)-2-azaspiro[3.3]heptane-2-carboxylate